4-[2-[3-Chloro-4-[(7S)-3-(3,5-difluorophenyl)-2,7-dimethyl-5,7-dihydro-4H-pyrazolo[3,4-c]pyridine-6-carbonyl]phenyl]ethyl]pyrrolidin-2-one ClC=1C=C(C=CC1C(=O)N1[C@H](C=2C(CC1)=C(N(N2)C)C2=CC(=CC(=C2)F)F)C)CCC2CC(NC2)=O